tert-butyl(1-(4-((4-chloro-3-methoxyphenyl)amino)pyrido[3,2-d]pyrimidin-6-yl)azetidin-3-yl)carbamate C(C)(C)(C)OC(NC1CN(C1)C=1C=CC=2N=CN=C(C2N1)NC1=CC(=C(C=C1)Cl)OC)=O